3H-pyrrolo[1,2-c]imidazole-3-thione hydrochloride Cl.C=1C=2N(C(N1)=S)C=CC2